N-[(1R)-3-Hydroxy-1-phenylpropyl]-3-(methoxymethyl)-6-(naphthalen-2-yl)-4-oxo-4,5-dihydropyrazolo[1,5-a]pyrazine-2-carboxamide OCC[C@H](C1=CC=CC=C1)NC(=O)C1=NN2C(C(NC(=C2)C2=CC3=CC=CC=C3C=C2)=O)=C1COC